BrC1=C(C=C(C(=C1)F)CP(=O)(OCC)OCC)C 1-bromo-4-(diethoxyphosphorylmethyl)-5-fluoro-2-methyl-benzene